(1s,5s)-9-(4-ethoxyphenyl)-3,9-diazaspiro[bicyclo[3.2.2]nonan-6,1'-cyclohexane]-2-one C(C)OC1=CC=C(C=C1)N1C[C@H]2C(NC[C@@H]1C1(CCCCC1)C2)=O